N-ethyl-N-β-hydroxyethyl-p-phenylenediamine C(C)N(C1=CC=C(C=C1)N)CCO